N[C@H]1[C@@H]2N(C[C@H]1CC2)C(=O)C2=CC1=C(N(C(=N1)C1=CC=3C=4N1[C@H](CNC4C=C(C3)C#N)C3CC3)C)C(=C2)F (S)-5-(5-((1R,4R,7R)-7-amino-2-azabicyclo[2.2.1]heptane-2-carbonyl)-7-fluoro-1-methyl-1H-benzo[d]imidazol-2-yl)-3-cyclopropyl-2,3-dihydro-1H-pyrrolo[1,2,3-de]quinoxaline-8-carbonitrile